5-methyl-10-(2',4',6'-tris(3-methyl-3H-imidazo[4,5-b]pyridin-2-yl)-5'-phenyl[1,1':3',1''-terphenyl]-3-yl)-5,10-dihydrophenazine CN1C=2C=CC=CC2N(C2=CC=CC=C12)C=1C=C(C=CC1)C1=C(C(=C(C(=C1C1=NC=2C(=NC=CC2)N1C)C1=CC=CC=C1)C1=NC=2C(=NC=CC2)N1C)C1=CC=CC=C1)C1=NC=2C(=NC=CC2)N1C